(1-fluoro-2-phenylvinyl)thiophenetriide FC(=CC1=CC=CC=C1)C1=[C-][C-]=[C-]S1